ClC=1C(=C(C(=CC1)Cl)CC(=O)O)OC 2-(3,6-dichloro-2-methoxy-phenyl)acetic acid